(R)-2-amino-6-borono-2-(2-((R)-2-(methoxymethyl)pyrrolidin-1-yl)ethyl)hexanoic acid N[C@](C(=O)O)(CCCCB(O)O)CCN1[C@H](CCC1)COC